3-(2-((1S,4R)-2-Azabicyclo[2.2.1]Hept-5-En-2-Yl)Ethyl)-5-Methoxy-1H-Indole [C@@H]12N(C[C@@H](C=C1)C2)CCC2=CNC1=CC=C(C=C21)OC